FC1(CCC2=C1N=C(N=C2C2=CC=C(C=C2)CC(=O)O)N2[C@H](CC2)C)F (S)-2-(4-(7,7-difluoro-2-(2-methylazetidin-1-yl)-6,7-dihydro-5H-cyclopenta[d]-pyrimidin-4-yl)phenyl)acetic acid